C(C)OCOC1=C(C(=CC(=C1)C(F)(F)F)C)C1=CC2=C(N=N1)N(C=N2)[C@H]2CN(CCC2)CC (R)-3-(2-(ethoxymethoxy)-6-methyl-4-(trifluoromethyl)phenyl)-7-(1-ethylpiperidin-3-yl)-7H-imidazo[4,5-c]pyridazine